BrC1=C(C=C(C=C1)C1(CC1)C1=NOC(=N1)CC(C(=O)O)=C)Cl 2-((3-(1-(4-bromo-3-chlorophenyl)cyclopropyl)-1,2,4-oxadiazol-5-yl)methyl)acrylic acid